2-(4-(4-(6-(2-fluorophenyl)pyridazin-4-yl)phenyl)piperazin-1-yl)acetic acid hydrochloride Cl.FC1=C(C=CC=C1)C1=CC(=CN=N1)C1=CC=C(C=C1)N1CCN(CC1)CC(=O)O